4-chlorobenzyl (4-(2-(4,4-difluoropiperidin-1-yl)-2-oxoethyl)phenyl)carbamate FC1(CCN(CC1)C(CC1=CC=C(C=C1)NC(OCC1=CC=C(C=C1)Cl)=O)=O)F